ClC=1C=C(C=CC1)[C@H](CC#N)NC(=O)C1=CN(C(=C1C1=C(C(=CC=C1F)F)C)C(C1=CC=C(C=C1)CCCCCCCCO)=O)C N-[(1S)-1-(3-chlorophenyl)-2-cyanoethyl]-4-(3,6-difluoro-2-methylphenyl)-5-[4-(8-hydroxyoctyl)benzoyl]-1-methylpyrrole-3-carboxamide